FC(C1=CC=C(C=C1)C1=CC2=C(N=C3N(C2=S)CCCC3)O1)(F)F 2-(4-trifluoromethylphenyl)-6,7,8,9-tetrahydro-4H-furo[2,3-D]pyrido[1,2-a]pyrimidine-4-thione